2-[3-amino-4-[2-[2-amino-4-(2-hydroxyethyl)phenoxy]ethoxy]phenyl]ethanol NC=1C=C(C=CC1OCCOC1=C(C=C(C=C1)CCO)N)CCO